C1(CC1)S(=O)(=O)NC=1SC=C(N1)C(C(=O)NC1=NC=C(C=C1)C1=NC(=CN=C1)C(F)(F)F)(C)C 2-(2-(cyclopropanesulfonylamino)thiazol-4-yl)-2-methyl-N-(5-(6-(trifluoromethyl)pyrazin-2-yl)pyridin-2-yl)propanamide